1-O-acetyl-2,3,4,6-tetra-O-benzyl-D-glucopyranose C(C)(=O)OC1[C@H](OCC2=CC=CC=C2)[C@@H](OCC2=CC=CC=C2)[C@H](OCC2=CC=CC=C2)[C@H](O1)COCC1=CC=CC=C1